O[C@@H]1CN(CC1)C=O ((S)-3-hydroxypyrrolidin-1-yl)methanone